racemic-(2-methoxy-12-oxo-6,6a,7,8,9,10,12,13-octahydro-5H-6,9-methanopyrido[1',2':1,2]azepino[4,5-b]indol-7-yl)methyl acetate C(C)(=O)OCC1CC2CN3C1C(C=1NC4=CC=C(C=C4C1CC3=O)OC)C2